C=CC=CCCCC 1,3-Octadiene